tert-butyl 3-((5-((1R,3R)-2-(bicyclo[1.1.1]pentan-1-yl)-3-methyl-2,3,4,9-tetrahydro-1H-pyrido[3,4-b]indol-1-yl)pyridin-2-yl)oxy)azetidine-1-carboxylate C12(CC(C1)C2)N2[C@@H](C=1NC3=CC=CC=C3C1C[C@H]2C)C=2C=CC(=NC2)OC2CN(C2)C(=O)OC(C)(C)C